ClC1=CC=C(C=C1)C(C#N)=C1CCN(CC1)C(=O)N1CCC(CC1)CO 2-(4-Chlorophenyl)-2-(1-(4-(hydroxymethyl)piperidin-1-carbonyl)piperidin-4-yliden)acetonitril